OC1C=C(C=CC1(C(=O)O)C(=O)O)C1=CC=CC=C1 3-hydroxy-4,4-biphenyl-dicarboxylic acid